((4'-cyano-[1,1'-biphenyl]-3-yl)oxy)-1H-1,2,3-triazole-4-carboxylic acid C(#N)C1=CC=C(C=C1)C1=CC(=CC=C1)ON1N=NC(=C1)C(=O)O